C(C1=CC=CC=C1)OC(=O)C=1N(C2=CC=CC=C2C1)C1=C(C=CC=C1C)NC(=O)OC(C)(C)C (S)-1-(2-((tert-Butoxycarbonyl)amino)-6-methylphenyl)-1H-indole-2-carboxylic acid benzyl ester